tert-butyl 3-oxa-7,9-diaza-bicyclo[3.3.1]nonane-9-carboxylate C12COCC(CNC1)N2C(=O)OC(C)(C)C